FC1(CCC(CC1)C=1C(=NN(C1C(=O)N)CC)C)F 4,4-difluorocyclohexyl-(methyl)-1-ethyl-1H-pyrazole-5-carboxamide